CC1=C(C=CC(=C1)CCCCC)C1=CC=CC=C1 methyl-4-pentylbiphenyl